3-(5-amino-1H-benzo[d]imidazol-2-yl)-1-phenylpyridin-2(1H)-one NC1=CC2=C(NC(=N2)C=2C(N(C=CC2)C2=CC=CC=C2)=O)C=C1